ClC1=NC=C(C(=C1)OCC1=CC=C(C=C1)OC)C=1NC=C(C1)C(F)(F)F 2-chloro-4-((4-methoxybenzyl)oxy)-5-(4-(trifluoromethyl)-1H-pyrrol-2-yl)pyridine